(S)-7-(3,5-difluorophenyl)-8-methyl-5,6,7,8-tetrahydro-2,7-naphthyridine-3-carboxylic acid FC=1C=C(C=C(C1)F)N1CCC=2C=C(N=CC2[C@@H]1C)C(=O)O